NCC#CC1=CC=C(C=C1)NC(C1=C(C=C(C=C1)NC=1N=CC2=C(C3=C(C(=NC2)C2=C(C=CC=C2OC)F)C=C(C=C3)Cl)N1)OC)=O N-(4-(3-aminoprop-1-yn-1-yl)phenyl)-4-((9-chloro-7-(2-fluoro-6-methoxyphenyl)-5H-benzo[c]pyrimido[4,5-e]azepin-2-yl)amino)-2-methoxybenzamide